4-(3-((2-(6-methoxypyridin-3-yl)chroman-6-yl)methyl)-3H-imidazo[4,5-b]pyridin-6-yl)-2-methylbut-3-yn-2-amine COC1=CC=C(C=N1)C1OC2=CC=C(C=C2CC1)CN1C=NC=2C1=NC=C(C2)C#CC(C)(N)C